N-(4,5-Dimethoxy-2-((4-(2-(((1-methyl-1H-indazol-6-yl)methyl)(pyridin-3-ylmethyl)amino)ethyl)phenyl)carbamoyl)phenyl)-4-oxo-4H-chromene-2-carboxamide COC1=CC(=C(C=C1OC)NC(=O)C=1OC2=CC=CC=C2C(C1)=O)C(NC1=CC=C(C=C1)CCN(CC=1C=NC=CC1)CC1=CC=C2C=NN(C2=C1)C)=O